1,2,3,4-tetrahydro-8-hydroxyquinoline OC=1C=CC=C2CCCNC12